FC(CN1C=NC2=C1C=C(C=C2)C=2C=CN1N=C(N=C(C12)OC)NC1CCC(CC1)(O)C)F (1r,4r)-4-((5-(1-(2,2-difluoroethyl)-1H-benzo[d]imidazol-6-yl)-4-methoxypyrrolo[2,1-f][1,2,4]triazin-2-yl)amino)-1-methylcyclohexan-1-ol